NN1C(N(CC1)C)=O 1-amino-3-methyl-imidazolidin-2-one